2-(1-(3-isopropylphenyl)ethyl)-10H-phenothiazine C(C)(C)C=1C=C(C=CC1)C(C)C1=CC=2NC3=CC=CC=C3SC2C=C1